(6-aminopyridine-2-yl) (morpholino) ketone O1CCN(CC1)C(=O)C1=NC(=CC=C1)N